(E)-Glutamic acid N[C@@H](CCC(=O)O)C(=O)O